CN(C)CC1=CC(=C(C=C1)N1C=NC(=C1)C1=NC(=NC=C1C(F)(F)F)NC1CCN(CC1)S(=O)(=O)C)C(F)(F)F (1-(4-((dimethylamino)methyl)-2-(trifluoromethyl)phenyl)-1H-imidazol-4-yl)-N-(1-(methylsulfonyl)piperidin-4-yl)-5-(trifluoromethyl)pyrimidin-2-amine